C1=NC(=CC=2CNCCC12)NC1=CC=C(C=C1)C1S(CCC1)(=O)=O 2-{4-[(5,6,7,8-tetrahydro-2,6-naphthyridin-3-yl)amino]phenyl}-1lambda6-thiolane-1,1-dione